methyl-2-(2-morpholinoethyl)-N-phenyl-1,2,3,4-tetrahydroisoquinoline-7-amine hydrochloride Cl.CC1N(CCC2=CC=C(C=C12)NC1=CC=CC=C1)CCN1CCOCC1